O[C@@H]1C[C@H](N(C1)CC1=C2CCCC2=C(C=C1OC)OCC=1C(=C(C=CC1)C1=CC=CC=C1)C)C(=O)O (2S,4R)-4-hydroxy-1-((5-methoxy-7-((2-methyl-[1,1'-biphenyl]-3-yl)methoxy)-2,3-dihydro-1H-inden-4-yl)methyl)pyrrolidine-2-carboxylic acid